FC1=C(C=CC=C1)C=1N=C(N=NC1C1=C(C=NC=C1)F)NC1=CC(=NN1)C(F)(F)F 5-(2-fluorophenyl)-6-(3-fluoro-4-pyridyl)-N-[3-(trifluoromethyl)-1H-pyrazol-5-yl]-1,2,4-triazin-3-amine